NC1=C(C(=O)N)C=C(C=C1)N1C[C@@H]2N(CC1)CCC2 (R)-2-amino-5-(hexahydropyrrolo[1,2-a]pyrazin-2(1H)-yl)benzamide